tert-butyl (8-fluoro-5,6-dihydro-4H-pyrrolo[3,2,1-ij]quinolin-5-yl)carbamate FC=1C=C2CC(CN3C2=C(C1)C=C3)NC(OC(C)(C)C)=O